7-Chloro-4-((2-(dimethylamino)ethyl)amino)-1-phenylquinazolin-2(1H)-one ClC1=CC=C2C(=NC(N(C2=C1)C1=CC=CC=C1)=O)NCCN(C)C